3-({2-[(2R)-2-(4-chlorophenyl)-2-hydroxyethyl]-2H-1,2,3,4-tetrazol-5-yl}methyl)-5-methyl-4-oxo-3H,4H-thieno[2,3-d]pyrimidine-6-carboxamide ClC1=CC=C(C=C1)[C@H](CN1N=C(N=N1)CN1C=NC2=C(C1=O)C(=C(S2)C(=O)N)C)O